Lead-chromium [Cr].[Pb]